C1(CC1)C(=O)N1C2CNCC(C1)C2 6-(cyclopropanecarbonyl)-3,6-diazabicyclo[3.2.1]octan